3-(propoxy)glycerol triacrylate C(C=C)(=O)O.C(C=C)(=O)O.C(C=C)(=O)O.C(CC)OOCC(CO)O